FC1(CC(C1)CNC(=O)C=1C=NN2C1C=C(C=C2)C2=CNC=1N=C(N=CC12)NC1=CC(=CC=C1)N1CCN(CC1)C)F N-((3,3-difluorocyclobutyl)methyl)-5-(2-((3-(4-methylpiperazin-1-yl)phenyl)amino)-7H-pyrrolo[2,3-d]pyrimidin-5-yl)pyrazolo[1,5-a]pyridine-3-carboxamide